4-(4-benzoyl-2-chlorophenyl)phenylbis(4-fluorophenyl)sulfonium ethyl-2-methyl-1,3-dioxolane-2-acetate C(C)OC(CC1(OCCO1)C)=O.C(C1=CC=CC=C1)(=O)C1=CC(=C(C=C1)C1=CC=C(C=C1)[S+](C1=CC=C(C=C1)F)C1=CC=C(C=C1)F)Cl